C(C)(CCCC)[Sn](N(C)C)(N(C)C)N(C)C sec-hexyl-tris(dimethylamino)tin